C(C)(C)(C)OC(=O)N[C@H](COC=1C=CC(=C(C1)C#CCCCC(=O)O)C)CCC(N)=O 6-[5-[(2S)-2-[(tert-butoxycarbonyl)amino]-4-carbamoylbutoxy]-2-methylphenyl]hex-5-ynoic acid